COC1=C2C=CC(OC2=CC=C1)=O 5-methoxychromenone